2-chloro-4-(phenanthrene-1-yl)-6-phenyl-1,3,5-triazine ClC1=NC(=NC(=N1)C1=CC=CC=2C3=CC=CC=C3C=CC12)C1=CC=CC=C1